5-(aminomethyl)-2-methyl-N-(1-(2-(1-methyl-1H-pyrazol-4-yl)quinolin-4-yl)cyclopropyl)benzamide NCC=1C=CC(=C(C(=O)NC2(CC2)C2=CC(=NC3=CC=CC=C23)C=2C=NN(C2)C)C1)C